carbazole methyl-benzoate COC(C1=CC=CC=C1)=O.C1=CC=CC=2C3=CC=CC=C3NC12